(S)-4-((2-hydroxy-2-phenylethyl)amino)-3-nitrobenzamide O[C@H](CNC1=C(C=C(C(=O)N)C=C1)[N+](=O)[O-])C1=CC=CC=C1